C(C)(C)(C)OC(=O)N1C(C2(C1)CCC2)C=2C=NC(=CC2)N (6-aminopyridin-3-yl)-2-azaspiro[3.3]heptane-2-carboxylic acid tert-butyl ester